FC(C(=O)O)(F)F.FC(C(=O)O)(F)F.ClC1=CNC2=NC=C(C=C21)CNC([C@H](C)NC(=O)[C@@H]2NC[C@H](C2)CC2=CC1=CC=CC=C1C=C2)=O (2R,4S)-N-((S)-1-(((3-Chloro-1H-pyrrolo[2,3-b]pyridin-5-yl)methyl)amino)-1-oxopropan-2-yl)-4-(naphthalen-2-ylmethyl)pyrrolidine-2-carboxamide Di-Trifluoroacetate salt